C(C)OC(CCCCOC1=CC=C(C=C1)C=O)=O 5-(4-formylphenoxy)pentanoic acid ethyl ester